ClC=1C(=NC(=NC1)NC=1C=NN(C1)C1CCOCC1)C1=CC(=C(OCC2(CC2)C#N)C=C1)F ((4-(5-chloro-2-((1-(tetrahydro-2H-pyran-4-yl)-1H-pyrazol-4-yl)amino)pyrimidin-4-yl)-2-fluorophenoxy)methyl)cyclopropanecarbonitrile